(S)-N-(4-(7-((1-ethylpyrrolidin-3-yl)methoxy)-6-methoxyquinazolin-4-yl)phenyl)-2-(4-(trifluoromethyl)phenyl)acetamide C(C)N1C[C@H](CC1)COC1=C(C=C2C(=NC=NC2=C1)C1=CC=C(C=C1)NC(CC1=CC=C(C=C1)C(F)(F)F)=O)OC